[Si](C)(C)(C(C)(C)C)OC[C@H]1O[C@H]([C@H]2[C@@H]1OC(O2)(C)C)N2C1=NC=NC(=C1N=C2)NC(=O)N[C@@H](CCC(=O)OC(C)(C)C)C(=O)OC(C)(C)C di-tert-butyl ((9-((3aR,4R,6R,6aR)-6-(((tert-butyldimethylsilyl)oxy)methyl)-2,2-dimethyltetrahydrofuro[3,4-d][1,3]dioxol-4-yl)-9H-purin-6-yl)carbamoyl)-L-glutamate